C1OCC12CN(C2)C2=NC=CC(=N2)NC2=CC(=NO2)C2=C(C=C(C=C2)OC)F N-(2-(2-oxa-6-azaspiro[3.3]hept-6-yl)pyrimidin-4-yl)-3-(2-fluoro-4-methoxyphenyl)isoxazol-5-amine